NC=1C(=NC(=CN1)C1=CC(=NC=C1)C=1C=NN(C1)CC(C)(C)O)C(=O)N[C@@H]1CNC[C@H](C1)F 3-amino-N-((3S,5S)-5-fluoropiperidin-3-yl)-6-(2-(1-(2-hydroxy-2-methylpropyl)-1H-pyrazol-4-yl)pyridin-4-yl)pyrazine-2-carboxamide